CC=1C=C(C=CC1CNC(C1=CC=CC=C1)=O)B(O)O 3-methyl-4-(benzoylaminomethyl)phenylboronic acid